COC=1C=C(C=CC1)C1=CN=C(O1)CSC=1C2=C(N=CN1)SC=C2 5-(3-Methoxyphenyl)-2-({thieno[2,3-d]pyrimidin-4-ylsulfanyl}methyl)-1,3-oxazol